5-(4-((dimethylamino)methyl)phenyl)-2-oxo-6-(trifluoromethyl)-1,2-dihydropyridine-3-carboxamide CN(C)CC1=CC=C(C=C1)C=1C=C(C(NC1C(F)(F)F)=O)C(=O)N